2,4-DIMETHYLPENTANOIC ACID CC(C(=O)O)CC(C)C